CC1=C(C=CC=C1)C=1SC=C(N1)C1=NN=C(O1)S 5-(2-(2-methylphenyl)thiazol-4-yl)-1,3,4-oxadiazole-2-thiol